CC=1C=C(C=C(C1)C)C1=NC=CC2=C1SC1=C2C=CC=C1CC(C)C 1-(3,5-dimethylphenyl)-8-isobutylbenzo[4,5]thieno[2,3-c]pyridine